COC1=NC2=CC=CC=C2C(=C1)C1(CC1)NC(C1=C(C=CC(=C1)OC[C@H]1N(CC1)C)C)=O (S)-N-(1-(2-Methoxyquinolin-4-yl)cyclopropyl)-2-methyl-5-((1-methylazetidin-2-yl)methoxy)benzamide